N1=CN=CC=2N=C3N(C(C21)=O)CCC3 7,8-dihydropyrimido[5,4-d]pyrrolo[1,2-a]pyrimidin-10(6H)-one